N,N-bis[3-(trimethoxysilyl)propyl]amine CO[Si](CCCNCCC[Si](OC)(OC)OC)(OC)OC